2,2'-((6-((2-hydroxyethyl)amino)-1,3,5-triazine-2,4-diyl)bis(sulfanediyl))diethanol OCCNC1=NC(=NC(=N1)SCCO)SCCO